FC(CN1N=CC=2C1=NC(=CN2)N2CC1(CN(C1)C=1C=NC(=CC1)C(F)(F)F)CCC2)F 6-[1-(2,2-difluoroethyl)-1H-pyrazolo[3,4-b]pyrazin-6-yl]-2-[6-(trifluoromethyl)pyridin-3-yl]-2,6-diazaspiro[3.5]nonane